CC(C)(OC(NCCN(CCOCCOCCC(=O)OC)C)=O)C Methyl 2,2,8-trimethyl-4-oxo-3,11,14-trioxa-5,8-diazaheptadecan-17-oate